NC=1SC(=CC1C(C)=O)Cl 1-(2-amino-5-chlorothien-3-yl)ethan-1-one